1,3-bis(allylamino)propane phosphate P(=O)(O)(O)O.C(C=C)NCCCNCC=C